COC(C(=C)C)=O.CC=1C(OC2=CC=CC=C2C1)=O methylcoumarin methyl-methacrylate